1-chloro-3-[4-(difluoromethyl)phenyl]propan-2-amine ClCC(CC1=CC=C(C=C1)C(F)F)N